trans-tert-butyl 4-[[3-(tert-butylsulfamoyl)-4-[2-[4-(isopropoxycarbonylamino)cyclohexyl]thiazol-5-yl]phenyl]carbamoyloxymethyl]piperidine-1-carboxylate C(C)(C)(C)NS(=O)(=O)C=1C=C(C=CC1C1=CN=C(S1)[C@@H]1CC[C@H](CC1)NC(=O)OC(C)C)NC(=O)OCC1CCN(CC1)C(=O)OC(C)(C)C